C(#N)[C@H]1C[C@H](C1)N1N=NC=C1 1-((cis)-3-cyanocyclobutyl)-1H-1,2,3-triazole